dimethyladipate COC(CCCCC(=O)OC)=O